OC1=C(C=2N(C(=C1)C1CC3=CC=CC=C3CC1)N=CN2)C(=O)NCC(=O)OC Methyl [(7-hydroxy-5-(1,2,3,4-tetrahydronaphthalen-2-yl)-[1,2,4]triazolo[1,5-a]pyridine-8-carbonyl)amino]acetate